P(=O)(O)(O)OC[C@H]([C@H]([C@@H](C(CO)=O)O)O)O D-arabinohexulose 6-phosphate